C1(CCCCC1)N(C(=O)C1=CC2=CC=C(C=C2C=C1)C(=O)N)C1CCCCC1 N,N-dicyclohexylnaphthalene-2,6-dicarboxamide